Pentaerythritol tetraacrylat C(C=C)(=O)OCC(COC(C=C)=O)(COC(C=C)=O)COC(C=C)=O